(R)-2-(1-(3-carboxypropyl)-4-chloro-2,3-dihydro-1H-inden-1-yl)acetic acid C(=O)(O)CCC[C@@]1(CCC2=C(C=CC=C12)Cl)CC(=O)O